(S)-4-(1-(2,2-difluoroethyl)-7-(methylsulfonyl)-2-oxo-1,2-dihydropyrimido[4,5-d]pyrimidin-3(4H)-yl)-3,4-dihydroquinoline-1(2H)-carboxylic acid tert-butyl ester C(C)(C)(C)OC(=O)N1CC[C@@H](C2=CC=CC=C12)N1C(N(C2=NC(=NC=C2C1)S(=O)(=O)C)CC(F)F)=O